FC1=C(C(=CC=C1F)[C@H]([C@H]1O[C@H]([C@H]2[C@@H]1OC(O2)(C)C)N2C=CC1=C2N=CN=C1C)O)O 2,3-difluoro-6-[(R)-hydroxy-[(3aR,4R,6R,6aR)-2,2-dimethyl-4-(4-methylpyrrolo[2,3-d]pyrimidin-7-yl)-3a,4,6,6a-tetrahydrofuro[3,4-d][1,3]dioxol-6-yl]methyl]phenol